4'-((2-Ethyl-5,7-dimethyl-3H-imidazo[4,5-b]pyridin-3-yl)methyl)-5-phenoxy-[1,1'-biphenyl]-2-carboxylic Acid C(C)C1=NC=2C(=NC(=CC2C)C)N1CC1=CC=C(C=C1)C=1C(=CC=C(C1)OC1=CC=CC=C1)C(=O)O